FC1=CC(=C(C(=O)N2CC3CCC(C2)N3C(=O)OC(C)(C)C)C=C1)C(F)(F)F tert-butyl 3-[4-fluoro-2-(trifluoromethyl) benzoyl]-3,8-diazabicyclo[3.2.1]octane-8-carboxylate